COCOC1=C(C(=O)OC(C)(C)C)C=C(C=C1)N=O tert-butyl 2-(methoxymethyl)oxy-5-nitrosobenzoate